3-(4-acetamidophenyl)-5-((2-(2-methoxyethoxy)pyridin-4-yl)amino)-1H-pyrazole-4-carboxamide C(C)(=O)NC1=CC=C(C=C1)C1=NNC(=C1C(=O)N)NC1=CC(=NC=C1)OCCOC